2-[(2,8-dimethyl-3,4-dihydro-1H-isoquinolin-6-yl)amino]-4-[(7-ethyl-7-hydroxy-5,6-dihydrocyclopenta[b]pyridin-2-yl)amino]pyrimidine-5-carbonitrile CN1CC2=C(C=C(C=C2CC1)NC1=NC=C(C(=N1)NC1=CC=C2C(=N1)C(CC2)(O)CC)C#N)C